o-nitrochlorobenzene potassium [K].[N+](=O)([O-])C1=C(C=CC=C1)Cl